Triisopropyl-(3-(trifluoromethoxy)phenoxy)silane C(C)(C)[Si](OC1=CC(=CC=C1)OC(F)(F)F)(C(C)C)C(C)C